Amino-4-((4-(5-(dicyclopropylphosphoryl)-1-methyl-1H-pyrazol-3-yl)-3-methoxypyridin-2-yl)amino)pyridazine-3-carboxamide NC=1C(=C(N=NC1)C(=O)N)NC1=NC=CC(=C1OC)C1=NN(C(=C1)P(=O)(C1CC1)C1CC1)C